FC(C1=CC=CC(=N1)CN)(F)F (6-(trifluoromethyl)pyridin-2-yl)methylamine